C1(CC1)C=1C(=NC(=NC1)NC1=CC(=CC=C1)CN1CCOCC1)NCCCNC(=O)C1=CCC1 N-[3-[[5-Cyclopropyl-2-[[3-(4-morpholinylmethyl)phenyl]amino]-4-pyrimidinyl]amino]propyl]cyclobutene-carboxamide